2-(1-isopropylpyrazol-3-yl)acetic acid C(C)(C)N1N=C(C=C1)CC(=O)O